5-amino-3-(3-hydroxy-3-methyl-butyl)-1-(tetrahydrofuran-4-ylmethyl)benzimidazol-2-one NC1=CC2=C(N(C(N2CCC(C)(C)O)=O)CC2CCOC2)C=C1